1H-benzimidazolecarboxylate N1C(=NC2=C1C=CC=C2)C(=O)[O-]